2-{4-[(1S)-5-(4,4,5,5-tetramethyl-1,3,2-dioxaborolan-2-yl)-2,3-dihydro-1H-inden-1-yl]piperazin-1-yl}ethan-1-ol CC1(OB(OC1(C)C)C=1C=C2CC[C@@H](C2=CC1)N1CCN(CC1)CCO)C